N1C=NC=C1.[N-]=C=O isocyanate compound with imidazole